9,10-bis(n-pentylcarbonyloxy)anthracene tert-butyl-(2-((6-fluoro-2-(hydroxymethyl)-3-iodo-1-methyl-4-carbonyl-1,4-dihydroquinolin-8-yl)oxy)ethyl)carbamate C(C)(C)(C)N(C(O)=O)CCOC=1C=C(C=C2C(C(=C(N(C12)C)CO)I)=C=O)F.C(CCCC)C(=O)OC=1C2=CC=CC=C2C(=C2C=CC=CC12)OC(=O)CCCCC